8-Methyl-2-[4-[4-(2,2,2-trifluoro-ethoxy)phenyl]-2H-1,2,3-triazol-5-yl]-2,3-dihydro-1H-quinazolin-4-one CC=1C=CC=C2C(NC(NC12)C=1C(=NNN1)C1=CC=C(C=C1)OCC(F)(F)F)=O